O=C1NC(CCC1N1C(N(C2=C1C=CC(=C2)NC2=CC=C(C=C2)NC(=O)C2=CC1=CC(=C(C(=C1C=C2)F)N2S(NC(C2)=O)(=O)=O)O)C)=O)=O N-[4-[[1-(2,6-dioxo-3-piperidyl)-3-methyl-2-oxo-benzimidazol-5-yl]amino]phenyl]-5-fluoro-7-hydroxy-6-(1,1,4-trioxo-1,2,5-thiadiazolidin-2-yl)naphthalene-2-carboxamide